2-[2-methoxy-4-(trifluoromethyl)phenyl]acetic acid COC1=C(C=CC(=C1)C(F)(F)F)CC(=O)O